2-(3-(1-benzhydryl-azetidin-3-ylidene)pentan-2-yl)isoindoline-1,3-dione C(C1=CC=CC=C1)(C1=CC=CC=C1)N1CC(C1)=C(C(C)N1C(C2=CC=CC=C2C1=O)=O)CC